NS(=NC(NC1=C2C(=NC3=C1CCC3)C(CC2)C(=O)O)=O)(=O)C2=CN=C(S2)C(C)(C)O 8-(3-(Amino(2-(2-hydroxypropan-2-yl)thiazol-5-yl)(oxo)-λ6-sulfanylidene)ureido)-1,2,3,5,6,7-hexahydrodicyclopenta[b,e]pyridine-3-carboxylic acid